(6S)-4-(4-chlorophenyl)-2,3,6,9-tetramethyl-6H-thieno[3,2-f][1,2,4]triazolo[4,3-a][1,4]diazepine ClC1=CC=C(C=C1)C1=N[C@H](C=2N(C3=C1C(=C(S3)C)C)C(=NN2)C)C